4-Bromo-2-[2-[4-[[tert-butyl(dimethyl)silyl]oxymethyl]cyclohexyl]ethynyl]-5-methoxy-aniline BrC1=CC(=C(N)C=C1OC)C#CC1CCC(CC1)CO[Si](C)(C)C(C)(C)C